2-methyl-2-(2-sulfamoylthiazol-5-yl)propionic acid tert-butyl ester C(C)(C)(C)OC(C(C)(C1=CN=C(S1)S(N)(=O)=O)C)=O